FC1=C(C=CC(=C1)F)C1=NC(=NC2=NC(=C(N=C12)OC)C)[C@@H]1C[C@@H](OCC1)C=1C=NN(C1)C1CC1 |r| 4-(2,4-difluorophenyl)-6-methoxy-7-methyl-2-[rac-(2R,4S)-2-(1-cyclopropylpyrazol-4-yl)tetrahydropyran-4-yl]pteridine